2-propylketone CC(C)C(=O)C(C)C